N'-(2,5-dimethyl-4-(3-((4-(trifluoromethyl)benzyl)oxy)oxetan-3-yl)phenyl)-N-ethyl-N-methylformimidamide CC1=C(C=C(C(=C1)C1(COC1)OCC1=CC=C(C=C1)C(F)(F)F)C)N=CN(C)CC